N,N'-Bis-(3-amino-1-ethylpropyl)-2-methyl-1,5-pentanediamine NCCC(CC)NCC(CCCNC(CCN)CC)C